2-((3,4-dimethoxyphenyl)amino)-2-oxoethyl 4-isocyanobenzoate [N+](#[C-])C1=CC=C(C(=O)OCC(=O)NC2=CC(=C(C=C2)OC)OC)C=C1